C(C)N(CCN(CCOC(N(CCCCC(=O)OCC(CCCCCC)CCCC)CCCCCC)=O)CCOC(N(CCCCC(=O)OCC(CCCCCC)CCCC)CCCCCC)=O)CC bis(2-butyloctyl) 11-(2-(diethylamino)ethyl)-6,16-dihexyl-7,15-dioxo-8,14-dioxa-6,11,16-triazahenicosanedioate